N-(isoquinolin-6-yl)-2-oxo-1,2,3,4-tetrahydroquinoline-6-sulfonamide C1=NC=CC2=CC(=CC=C12)NS(=O)(=O)C=1C=C2CCC(NC2=CC1)=O